N-(5-(3-(9H-purin-6-yl)pyridin-2-ylamino)-2-fluorophenyl)-4-(trifluoromethyl)picolinamid N1=CN=C2NC=NC2=C1C=1C(=NC=CC1)NC=1C=CC(=C(C1)NC(C1=NC=CC(=C1)C(F)(F)F)=O)F